2-(4-phenyl-2-(pyrrolidin-1-yl)pyridin-3-yl)-3,4,6,7-tetrahydropyrano[3,4-d]imidazole C1(=CC=CC=C1)C1=C(C(=NC=C1)N1CCCC1)C1=NC2=C(N1)COCC2